C(C)N(C(C)=O)C1=CC2=CC=CC(=C2C=C1)O N-ethyl-N-(5-hydroxynaphthalen-2-yl)acetamide